9-(2,4,4-trimethylpentyl)-9-phosphabicyclo[3.3.1]nonane CC(CP1C2CCCC1CCC2)CC(C)(C)C